The molecule is a sphingomyelin d18:1 in which the N-acyl group is specified as tetradecanoyl (myristoyl). It has a role as a mouse metabolite. It is a sphingomyelin d18:1 and a sphingomyelin 32:1. It derives from a tetradecanoic acid. CCCCCCCCCCCCC/C=C/[C@H]([C@H](COP(=O)([O-])OCC[N+](C)(C)C)NC(=O)CCCCCCCCCCCCC)O